[Si](C)(C)(C(C)(C)C)OCCC(C(F)(F)F)NC1=C(C=NC(=C1)Cl)C1=NC=CC=C1 N-(4-((tert-butyldimethylsilyl)oxy)-1,1,1-trifluorobutan-2-yl)-6'-chloro-(2,3'-bipyridyl)-4'-amine